[Si](C)(C)(C(C)(C)C)OC=1C=C2C(=NN(C2=CC1)C1OCCCC1)C=1C=NN(C1)[C@@H](CCOCCCO)C 3-[(3R)-3-[4-[5-[tert-butyl(dimethyl)silyl]oxy-1-tetrahydropyran-2-yl-indazol-3-yl]pyrazol-1-yl]butoxy]propan-1-ol